C(CCCCCCCC)C=1C(=C(C2=CC=CC=C2C1)S(=O)(=O)[O-])CCCCCCCCC Dinonylnaphthalin-sulfonat